N-((S)-(6-((R)-Cyclopropyl(2-(3,3-difluorocyclobutyl)acetamido)methyl)-1H-benzo[d]imidazol-2-yl)((R)-3,3-difluorocyclohexyl)methyl)-4-methyl-1,2,5-oxadiazole-3-carboxamide C1(CC1)[C@H](C=1C=CC2=C(NC(=N2)[C@@H](NC(=O)C2=NON=C2C)[C@H]2CC(CCC2)(F)F)C1)NC(CC1CC(C1)(F)F)=O